OCCC1=CC(=C(OCC2=C(C=C(C=C2)C2C=3C(NC(C2)=O)=NNC3)OC)C=C1)C(F)(F)F 4-(4-{[4-(2-hydroxyethyl)-2-(trifluoromethyl)phenoxy]methyl}-3-methoxyphenyl)-2H,4H,5H,6H,7H-pyrazolo[3,4-b]pyridin-6-one